CC1(OC[C@H](O1)COS(=O)(=O)C1=CC=C(C=C1)C)C.CC1=CC=C(C=C1)S(=O)(=O)OC[C@H](CO)O (S)-2,3-Dihydroxypropyl 4-methylbenzenesulfonate (S)-(2,2-Dimethyl-1,3-dioxolan-4-yl)methyl-4-methylbenzenesulfonate